C[C@H](C(=O)ONC(OCC(Cl)(Cl)Cl)=O)CC 2,2,2-Trichloroethyl (S)-((2-methylbutanoyl)oxy)carbamate